[Si](C1=CC=CC=C1)(C1=CC=CC=C1)(C(C)(C)C)OC1CC2(C(C2C1)C(=O)NC=1N=CC2=C(C=C(C=C2C1)C=1C=NC=CC1C)Cl)C (exo)-3-[(tert-butyldiphenylsilyl)oxy]-N-[8-chloro-6-(4-methylpyridin-3-yl)isoquinolin-3-yl]-1-methyl-bicyclo[3.1.0]Hexane-6-carboxamide